4-amino-3-methylfuro[3,4-C]pyridazin-7(5H)-one NC=1C2=C(N=NC1C)C(OC2)=O